3-(3-ethyl-4-oxo-spiro[6,8-dihydro-5H-pyrazolo[4,3-c]azepine-7,4'-tetrahydropyran]-1-yl)propyl 1,1-dioxothiane-3-carboxylate O=S1(CC(CCC1)C(=O)OCCCN1N=C(C=2C(NCC3(CCOCC3)CC21)=O)CC)=O